O=C1N(CCC1)C=1C=NC(=NC1)N[C@@H]1CN(C[C@H]1OCC1=CC=C(C=C1)C(F)(F)F)C(=O)OC(C)(C)C tert-butyl trans-3-(5-(2-oxopyrrolidin-1-yl)pyrimidin-2-ylamino)-4-(4-(trifluoromethyl)benzyloxy)pyrrolidine-1-carboxylate